2-(4-(4-amino-N-methylphenylsulfonimidoyl)piperazin-1-yl)-6-methylpyrimidine-4-carbonitrile NC1=CC=C(C=C1)S(=O)(=NC)N1CCN(CC1)C1=NC(=CC(=N1)C#N)C